COC(=O)C=1OC=CC1C=O formylfuran-2-carboxylic acid methyl ester